O[C@H](CN1C[C@H]([C@@H](C1)C)COC=1C=NC(=CC1)S(=O)(=O)C)C=1C=C(C#N)C=CC1 3-[(1S)-1-hydroxy-2-[(3S,4S)-3-{[(6-methanesulfonylpyridin-3-yl)oxy]methyl}-4-methylpyrrolidin-1-yl]ethyl]benzonitrile